5-chloro-N2-(4-(4-methylpiperazin-1-yl)phenyl)-N4-(3-(trifluoromethyl)phenyl)pyrimidine-2,4-Diamine ClC=1C(=NC(=NC1)NC1=CC=C(C=C1)N1CCN(CC1)C)NC1=CC(=CC=C1)C(F)(F)F